tert-Butyl (S)-2-(5-(4-fluoro-2-(isopropyl(tetrahydrofuran-3-yl)carbamoyl)phenoxy)pyrimidin-4-yl)-2,7-diazaspiro[3.5]nonane-7-carboxylate FC1=CC(=C(OC=2C(=NC=NC2)N2CC3(C2)CCN(CC3)C(=O)OC(C)(C)C)C=C1)C(N([C@@H]1COCC1)C(C)C)=O